C(C)(C)(C)OC(N[C@@H](CCN1N=C(C=2C(=NC=CC21)Cl)Br)C)=O N-[(1R)-3-(3-bromo-4-chloro-pyrazolo[4,3-c]pyridin-1-yl)-1-methyl-propyl]carbamic acid tert-butyl ester